BrC1=NN(C(=C1)C(=O)NC1=C(C=C(C=C1C(=O)NC)Cl)C)C1=NC=CC=C1Cl 3-bromo-N-[4-chloro-2-methyl-6-[(methylamino)carbonyl]phenyl]-1-(3-chloro-2-pyridinyl)-1H-pyrazole-5-carboxamide